4-Bromo-2-(trifluoromethyl)benzenesulfonyl chloride BrC1=CC(=C(C=C1)S(=O)(=O)Cl)C(F)(F)F